OC1=C(C(=CC=2C(C3=CC=CC=C3C(C12)=O)=O)O)C 1,3-dihydroxyl-2-methylanthraquinone